tert-butyl 2-methyl-5-[6-methyl-5-[[4-methyl-6-(methylamino)pyrimidin-2-yl]amino]2,3-dihydrobenzofuran-7-yl]-2,3,4,7-tetrahydroazepine-1-carboxylate CC1N(CC=C(CC1)C1=C(C(=CC=2CCOC21)NC2=NC(=CC(=N2)C)NC)C)C(=O)OC(C)(C)C